1-[3-(triazol-2-yl)-pyrazin-2-yl]-ethanone N=1N(N=CC1)C=1C(=NC=CN1)C(C)=O